C(C)[C@H]1[C@H](N(C([C@H]1F)=O)CO)COC1=NC=CC=2C=C(C=3N(C12)C=CN3)C(=O)N 1-(((2S,3S,4S)-3-Ethyl-4-fluoro-1-(hydroxymethyl)-5-oxopyrrolidin-2-yl)methoxy)imidazo[1,2-a][1,7]naphthyridine-6-carboxamide